(Z)-[2,3'-biindolinylidene]-2',3-dione N1\C(\C(C2=CC=CC=C12)=O)=C\1/C(NC2=CC=CC=C12)=O